COC(=O)C=1C=2C=CC(OC2C(=CC1)Br)(C)C 8-bromo-2,2-dimethyl-2H-chromene-5-carboxylic acid methyl ester